ClC1=CC=C(C=C1C1=CC=C(C=C1)C)CN1CCCC1 (6-chloro-4'-methyl-[1,1'-biphenyl]-3-ylmethyl)pyrrolidine